C(CCCCC)OC(CCCCC(C)OC(CCBr)=O)=O 6-((3-bromopropionyl)oxy)-heptanoic acid hexyl ester